Tert-butyl (3S,4S)-8-(5-chloro-3-iodo-1-(tetrahydro-2H-pyran-2-yl)-1H-pyrazolo[3,4-b]pyrazin-6-yl)-3-methyl-2-oxa-8-azaspiro[4.5]decan-4-ylcarbamate ClC=1N=C2C(=NC1N1CCC3([C@@H]([C@@H](OC3)C)NC(OC(C)(C)C)=O)CC1)N(N=C2I)C2OCCCC2